methyl (Z)-12-(2-octylphenyl)dodec-11-enoate C(CCCCCCC)C1=C(C=CC=C1)\C=C/CCCCCCCCCC(=O)OC